CS(=O)(=O)C1=CC(=CC=C1)Br 3-bromophenyl methyl sulfone